diethyl ((2-(((5S,8S,10aR)-3-acetyl-8-(methyl (phenyl) carbamoyl)-6-oxodecahydro-pyrrolo[1,2-a][1,5]diazocin-5-yl)carbamoyl) benzo[b]thiophen-5-yl)difluoro-methyl)phosphonate C(C)(=O)N1CC[C@@H]2N(C([C@H](C1)NC(=O)C1=CC3=C(S1)C=CC(=C3)C(F)(F)P(OCC)(OCC)=O)=O)[C@@H](CC2)C(N(C2=CC=CC=C2)C)=O